Ethyl (S)-3-(2',4'-Difluorobiphenyl-3-yl)-3-(3-(4-hydroxy-2-oxo-1,2-dihydropyridin-3-yl)ureido)propanoat FC1=C(C=CC(=C1)F)C1=CC(=CC=C1)[C@H](CC(=O)OCC)NC(=O)NC=1C(NC=CC1O)=O